2-(azetidin-1-yl)pyrimidin-5-amine N1(CCC1)C1=NC=C(C=N1)N